acryloxydecyliododimethylsilane C(C=C)(=O)OCCCCCCCCCC[Si](C)(C)I